3-(3,5-difluoro-phenyl)-3aH-furo[3,2-d]isoxazole-6a-carboxylate FC=1C=C(C=C(C1)F)C1=NOC2(C1C=CO2)C(=O)[O-]